(1,3-bis(2,6-diisopropylphenyl)imidazolidin-2-ylidene)dichloro(2-((1-(methoxy(methyl)amino)-1-oxopropan-2-yl)oxy)benzylidene)ruthenium(II) C(C)(C)C1=C(C(=CC=C1)C(C)C)N1C(N(CC1)C1=C(C=CC=C1C(C)C)C(C)C)=[Ru-4](=CC1=C(C=CC=C1)OC(C(=O)N(C)OC)C)(Cl)Cl